OC=1NC(=CN1)C 2-hydroxy-5-methylimidazole